C(C1=CC=CC=C1)(=O)NNC(CC(=O)OCC)=O ethyl 3-(2-benzoylhydrazino)-3-oxopropionate